(R)-2-amino-4-((4-(4-((3-(3,6-difluoropyridin-2-yl)-1-((1r,4r)-4-ethoxycyclohexyl)-1H-pyrazol-4-yl)carbamoyl)thiazol-2-yl)-1H-pyrazol-1-yl)methoxy)-4-oxobutanoic acid N[C@@H](C(=O)O)CC(=O)OCN1N=CC(=C1)C=1SC=C(N1)C(NC=1C(=NN(C1)C1CCC(CC1)OCC)C1=NC(=CC=C1F)F)=O